(2,4-dimethylphenyl)-1,3,5-triazine CC1=C(C=CC(=C1)C)C1=NC=NC=N1